BrC1=C(C(=C(C(=C1[2H])[2H])[2H])C(C)(C)C)[2H] 1-bromo-3-(tert-butyl)benzene-2,4,5,6-d4